CC1=CC(=NN1C(=O)OC)C1=NN2C(N=C(C=C2N2CCOCC2)N2N=C(C=C2)C2=CC=CC=C2)=C1 methyl 5-methyl-3-[7-morpholino-5-(3-phenylpyrazol-1-yl)pyrazolo[1,5-a]pyrimidin-2-yl]pyrazole-1-carboxylate